(R)-2-(2-([1,2,4]triazolo[1,5-a]pyridin-6-yl)-3-isopropyl-1H-indol-5-yl)-5-(piperidin-3-yl)-1,3,4-oxadiazole N=1C=NN2C1C=CC(=C2)C=2NC1=CC=C(C=C1C2C(C)C)C=2OC(=NN2)[C@H]2CNCCC2